CC1=C(C(=CC(=C1)C)C)C1=C(C=CC=C1)P(C1=CC=CC=C1)(C=O)=O 2,4,6-trimethylphenyl-formyl-diphenyl-phosphine oxide